8-((3-hydroxypropyl)amino)octanoic acid heptadec-9-yl ester CCCCCCCCC(CCCCCCCC)OC(CCCCCCCNCCCO)=O